BrC=1C=2N(C=CC1)C(=NC2)C(=O)C2=CC(=C(C(=C2)F)F)F (8-bromoimidazo[1,5-a]pyridin-3-yl)(3,4,5-trifluorophenyl)methanone